3-[(3R)-4,4-difluorotetrahydrofuran-3-yl]-1-methyl-1-[(1S)-2-phenoxy-1-(4-pyridyl)ethyl]urea FC1([C@@H](COC1)NC(N([C@H](COC1=CC=CC=C1)C1=CC=NC=C1)C)=O)F